2,2-bis(hydroxymethyl)hexanoic acid OCC(C(=O)O)(CCCC)CO